C(#N)CC(CN1CCN(CC1)C(=O)C1=C(C=C(C#N)C=C1)F)N1N=CC(=C1)C=1C2=C(N=CN1)NC=C2 4-[(4-{3-cyano-2-[4-(7H-pyrrolo[2,3-d]pyrimidin-4-yl)-1H-pyrazol-1-yl]-propyl}piperazin-1-yl)carbonyl]-3-fluorobenzonitrile